C(C)(C)(C)OC(C(S)C1(CCN(CC1)C(=O)OC(C(Cl)(Cl)Cl)(C)C)O)=O 1,1,1-trichloro-2-methylpropan-2-yl 4-(2-(tert-butoxy)-1-mercapto-2-oxoethyl)-4-hydroxypiperidine-1-carboxylate